FC(OC=1C=C(C=C(C1)C)B(O)O)F (3-(difluoromethoxy)-5-methylphenyl)boronic acid